CN1N=CC2=C(C1=O)C=C(N=C2)N2CCOCC2 methyl-7-morpholinopyrido[3,4-d]pyridazin-1(2H)-one